C(C)(C)(C)OC(=O)N(C(OC(C)(C)C)=O)C1=C(C(=CC=C1[N+](=O)[O-])F)Cl tert-butyl N-tert-butoxycarbonyl-N-(2-chloro-3-fluoro-6-nitro-phenyl)carbamate